ethyl 6-cyano-3-ethyl-7-methoxyimidazo[1,2-a]pyridine-2-carboxylate C(#N)C=1C(=CC=2N(C1)C(=C(N2)C(=O)OCC)CC)OC